4-(8-methoxy-1-methyl-5,6-dihydro-4H-benzo[6,7]cyclohepta[1,2-d]isoxazol-6-yl)aminobenzonitrile COC=1C=CC2=C(C(CCC3=C2C(=NO3)C)NC3=CC=C(C#N)C=C3)C1